COC1=CC(=CC(=C1O)OC)[C@H]2[C@@H]([C@H]([C@@H](O2)C3=CC(=C(C(=C3)OC)OC)OC)CO)CO The molecule is a lignan isolated from the stems of Sinocalamus affinis. It has a role as a plant metabolite. It is a lignan, a member of oxolanes, a member of methoxybenzenes, a member of phenols and a primary alcohol.